OCC(C)(C)NC(C(=C)C)=O N-(1-hydroxy-2-methylpropan-2-yl)methacrylamide